N-{(2S,3R)-4,4-difluoro-2-[(3'-fluoro[1,1'-biphenyl]-3-yl)methyl]-1-[(2R)-oxolane-2-carbonyl]pyrrolidin-3-yl}methanesulfonamide FC1([C@@H]([C@@H](N(C1)C(=O)[C@@H]1OCCC1)CC=1C=C(C=CC1)C1=CC(=CC=C1)F)NS(=O)(=O)C)F